F[P-](F)(F)(F)(F)F.CN(C)C(=[N+]1N=[N+](C2=C1C=CC(=C2)Cl)[O-])N(C)C 1-[bis(dimethylamino)methylene]-5-chloro-1H-benzo-triazolium 3-oxide hexafluorophosphate